(1R,2S,5S)-N-((S)-1-amino-1-oxo-3-((S)-2-oxopyrrolidin-3-yl)propan-2-yl)-3-((2-chloro-2,2-difluoroacetyl)-L-valyl)-6,6-dimethyl-3-azabicyclo[3.1.0]hexane-2-carboxamide NC([C@H](C[C@H]1C(NCC1)=O)NC(=O)[C@@H]1[C@H]2C([C@H]2CN1C([C@@H](NC(C(F)(F)Cl)=O)C(C)C)=O)(C)C)=O